3-[5-(difluoromethyl)-1,3,4-thiadiazol-2-yl]-6-fluoro-1-(2-methoxyethyl)-N-(1-methylcyclopropyl)-2-oxo-benzimidazol-5-sulfonamide FC(C1=NN=C(S1)N1C(N(C2=C1C=C(C(=C2)F)S(=O)(=O)NC2(CC2)C)CCOC)=O)F